CC1=NC2=CC=CC(=C2C(N1C1C(NC(CC1)=O)=O)=O)OCC1=CC=C(C=C1)CCN1CCCCC1 3-(2-methyl-4-oxo-5-((4-(2-(piperidin-1-yl)ethyl)benzyl)oxy)quinazolin-3(4H)-yl)piperidine-2,6-dione